4-((R)-2-methylpiperazine-1-yl)pyridazine C[C@H]1N(CCNC1)C1=CN=NC=C1